C(C(C)(C)C)(=O)OCN1N=NC(=C1)C1CN(C1)C=1OC(=NN1)C=1C(=NC(=NC1)NC1CC2=CC(=C(C=C2C1)F)F)C (4-(1-(5-(2-((5,6-difluoro-2,3-dihydro-1H-inden-2-yl)amino)-4-methylpyrimidine-5-yl)-1,3,4-oxadiazol-2-yl)azetidin-3-yl)-1H-1,2,3-triazol-1-yl)methyl pivalate